3-((7S,8S)-18-ethyl-2,5,8,12,17-pentamethyl-13-vinyl-7H,8H-porphyrin-7-yl)-N-(2-(2-(2-hydroxyethoxy)ethoxy)ethyl)-N-methylpropanamide C(C)C1=C(C=2C=C3C(=C(C(=CC=4[C@H]([C@@H](C(=C(C5=CC(=C(N5)C=C1N2)C)C)N4)CCC(=O)N(C)CCOCCOCCO)C)N3)C)C=C)C